FC1=C(C(=C2C=CNC2=C1F)S(NC)(=O)=O)OC=1C=CC(=C(C1)C=1NC=C(N1)C1(CCOC2=C(C=CC=C12)CCC(=O)O)C)F 3-[4-[2-[5-[[6,7-difluoro-4-(methylsulfamoyl)-1H-indol-5-yl]oxy]-2-fluoro-phenyl]-1H-imidazol-4-yl]-4-methyl-chroman-8-yl]propanoic acid